5-cyano-N-[2,4-difluoro-3-[1-(1H-imidazol-2-yl)-5H,6H,7H,8H-imidazo[1,5-a]pyridin-6-yl]phenyl]-2-methoxypyridine-3-sulfonamide C(#N)C=1C=C(C(=NC1)OC)S(=O)(=O)NC1=C(C(=C(C=C1)F)C1CCC=2N(C1)C=NC2C=2NC=CN2)F